ClC=1C=C(C=C(C1)C#N)C1=NN(C=C1NC(=O)C=1C=NN2C1N=CC=C2)CC(C)(C)O N-(3-(3-chloro-5-cyanophenyl)-1-(2-hydroxy-2-methylpropyl)-1H-pyrazol-4-yl)pyrazolo[1,5-a]pyrimidine-3-carboxamide